ethanone O-(4-(4-methylphenyl-sulfonyloxy)phenylsulfonyl) oxime CC1=CC=C(C=C1)S(=O)(=O)OC1=CC=C(C=C1)S(=O)(=O)ON=CC